The molecule is a monocarboxylic acid amide obtained by formal condensation between N-butyl-L-alaninamide and (2Z)-2-(2-furyl)-2-(methoxyimino)acetic acid. It is an oxime O-ether, a member of furans, a L-alanine derivative and a secondary carboxamide. CCCCNC(=O)[C@H](C)NC(=O)/C(=N\\OC)/C1=CC=CO1